N[C@@H]([C@H](O)C)C(=O)O (S)-threonine